tert-butyl (S)-4-(4-(((8-chloro-4-((3-chloro-4-fluorophenyl)amino)-3-cyanoquinolin-6-yl)amino)(6-chloropyridin-3-yl)methyl)-1H-1,2,3-triazol-1-yl)piperidine-1-carboxylate ClC=1C=C(C=C2C(=C(C=NC12)C#N)NC1=CC(=C(C=C1)F)Cl)N[C@H](C=1N=NN(C1)C1CCN(CC1)C(=O)OC(C)(C)C)C=1C=NC(=CC1)Cl